BrC=1C(=NC(=NC1)Cl)NC=1C(=C2C=NC(=NC2=CC1)CC)P(C)(C)=O (6-((5-bromo-2-chloropyrimidin-4-yl)amino)-2-ethylquinazolin-5-yl)dimethylphosphine oxide